4-hydroxymethyl-5-methyl-1,3-dioxole OCC=1OCOC1C